5-[4-(t-butoxycarbonyl)piperazin-1-yl]-3-(2-methoxyethoxy)cinnoline-8-carboxylic acid C(C)(C)(C)OC(=O)N1CCN(CC1)C1=C2C=C(N=NC2=C(C=C1)C(=O)O)OCCOC